CCCCCCCCCCCCCCCCCCCCCCCCCC(=O)N[C@@H](COP(=O)(O)O[C@@H]1[C@@H]([C@@H]([C@H]([C@@H]([C@H]1OC2[C@H]([C@H]([C@@H]([C@H](O2)CO)O)O)O)O)O)O)O)[C@@H](C(CCCCCCCCCCCCCCCC)O)O The molecule is a mannosylated ceramide phosphoinositol compound having a hexacosanoyl group attached to the ceramide nitrogen, with hydroxylation at C-4 of the long-chain base. It derives from an Ins-1-P-Cer(t18:0/26:0).